2-[4-(4-chlorophenyl)-5-(pyridin-4-yl)-1H-imidazol-1-yl]-N-(pyridin-4-yl)acetamide ClC1=CC=C(C=C1)C=1N=CN(C1C1=CC=NC=C1)CC(=O)NC1=CC=NC=C1